N-[4-(1-{[6-(propan-2-yl)pyridin-3-yl]carbonyl}piperidin-4-yl)butyl]thieno[2,3-c]pyridine-2-carboxamide CC(C)C1=CC=C(C=N1)C(=O)N1CCC(CC1)CCCCNC(=O)C1=CC=2C(=CN=CC2)S1